The molecule is a butadiene with unsaturation at positions 1 and 3. It has a role as a carcinogenic agent and a mutagen. C=CC=C